C(C)(C)(C)OC(N=S(=O)(C(C)C)C1=CC=C(C=C1)NC=1N=CC2=CC=NC(=C2C1)O)=O tert-butyl((4-((5-hydroxy-2,6-naphthyridin-3-yl)amino)phenyl)(isopropyl)(oxo)-λ6-sulfaneylidene)carbamate